(3-fluorophenyl)-1-(3-phenylpropyl)-1H-benzo[d]Imidazole-4-formamide FC=1C=C(C=CC1)C1=NC2=C(N1CCCC1=CC=CC=C1)C=CC=C2C(=O)N